N1=CC=C(C2=CC=CC=C12)NC(=O)N1CCC=2C1=NC=CC2N2CCN(CC2)C(=O)OC(C)(C)C tert-butyl 4-(1-(quinolin-4-ylcarbamoyl)-2,3-dihydro-1H-pyrrolo[2,3-b]pyridin-4-yl)piperazine-1-carboxylate